(1S,4S,5R)-5-[(3-[bicyclo[2.2.2]oct-1-yl]-5-cyclopropyl-1,2-oxazol-4-yl)carbonyloxy]-2-azabicyclo[2.2.1]heptane-2-carboxylic acid benzyl ester C(C1=CC=CC=C1)OC(=O)N1[C@@H]2C[C@H]([C@H](C1)C2)OC(=O)C=2C(=NOC2C2CC2)C21CCC(CC2)CC1